(1R,7S,8S)-N-(5-{[(3-hydroxy-4-methylphenyl)formamido]methyl}-2,3-dihydro-1H-inden-1-yl)bicyclo[5.1.0]octane-8-carboxamide OC=1C=C(C=CC1C)C(=O)NCC=1C=C2CCC(C2=CC1)NC(=O)C1[C@H]2CCCCC[C@@H]12